6-[(7S)-2-{3-[4-(1,3-Dimethyl-1H-1,2,4-triazol-5-yl)phenyl]-1H-pyrazolo[3,4-b]pyridin-5-yl}-6,7,8,9-tetrahydro-5H-benzo[7]annulen-7-yl]-3-oxa-6-azabicyclo[3.1.1]heptane CN1N=C(N=C1C1=CC=C(C=C1)C1=NNC2=NC=C(C=C21)C=2C=CC1=C(CC[C@H](CC1)N1C3COCC1C3)C2)C